ClC=1C=CC=C2C(=CN=CC12)NC1CCN(CC1)CC(=O)N1[C@@H](C[C@@H](C1)F)C#N (2S,4S)-1-[2-[4-[(8-chloro-4-isoquinolyl)amino]-1-piperidyl]acetyl]-4-fluoro-pyrrolidine-2-carbonitrile